1-(11Z-eicosenoyl)-2-(4Z,7Z,10Z,13Z,16Z,19Z-docosahexaenoyl)-glycero-3-phosphocholine CCCCCCCC/C=C\CCCCCCCCCC(=O)OC[C@H](COP(=O)([O-])OCC[N+](C)(C)C)OC(=O)CC/C=C\C/C=C\C/C=C\C/C=C\C/C=C\C/C=C\CC